Glycylglycyl-l-Leucylglycine NCC(=O)NCC(=O)N[C@@H](CC(C)C)C(=O)NCC(=O)O